COC(=O)C=1C=C2C=CN=C(C2=CC1)Cl.ClC1=CC=C(CNC(NCCCCCC(=O)N(CC2=CC(=CC=C2)C)C)=O)C=C1 6-(3-(4-chlorobenzyl)ureido)-N-methyl-N-(3-methylbenzyl)hexanamide methyl-1-chloroisoquinoline-6-carboxylate